methyl (1r,4r)-4-[(trimethylsilyl)oxy]cyclohexane-1-carboxylate C[Si](OC1CCC(CC1)C(=O)OC)(C)C